[Na+].S(=O)(=O)([O-])C1=C(C(=O)O)C=CC(=C1)C(=O)O 2-sulfoterephthalic acid monosodium salt